(R)-1-((S)-5H-imidazo[5,1-a]isoindol-5-yl)ethan-1-ol C=1N=CN2C1C1=CC=CC=C1[C@H]2[C@@H](C)O